2-bromo-5-(2H-1,2,3-triazol-2-yl)pyridin-4-amine BrC1=NC=C(C(=C1)N)N1N=CC=N1